(3S)-3-(5-azaspiro[2.4]hept-5-ylmethyl)-1,2,3,4-tetrahydroisoquinoline C1CC12CN(CC2)C[C@H]2NCC1=CC=CC=C1C2